CN1C(C(=C(C(=C1)C)[O-])NC(N[C@@H](CC(=O)[O-])C=1C=C(C=CC1)C1=CC=C(C=C1)F)=O)=O.[Na+].[Na+] Natrium (S)-3-(3-(1,5-Dimethyl-4-oxido-2-oxo-1,2-dihydropyridin-3-yl)ureido)-3-(4'-fluorobiphenyl-3-yl)propanoat